C(CC(C)C)OC1=C(C=O)C=CC=C1 2-(isopentyloxy)benzaldehyde